CC1(CN(CCN1C(=O)C1=CNC(C=C1)=O)C(C(=O)NC=1SC(=CN1)OC1=CC=C(C=C1)F)C)C 2-[3,3-dimethyl-4-(6-oxo-1H-pyridine-3-carbonyl)piperazin-1-yl]-N-[5-(4-fluorophenoxy)-1,3-thiazol-2-yl]propanamide